5-(1H-imidazol-1-yl)-2-(6-(methyl((1R,3r,5S)-1,5,8-trimethyl-8-azabicyclo[3.2.1]oct-6-en-3-yl)amino)pyridazin-3-yl)phenol N1(C=NC=C1)C=1C=CC(=C(C1)O)C=1N=NC(=CC1)N(C1C[C@@]2(C=C[C@](C1)(N2C)C)C)C